CN1CC2(C1)CC(C2)NC(C2=CC=CC=C2)=O N-(2-methyl-2-azaspiro[3.3]hept-6-yl)benzamide